chloro-1-methyl-5'-((triisopropylsilyl)ethynyl)spiro[indoline-3,1'-pyrrolo[3,2,1-ij]quinazoline]-2,3'(2'H)-dione ClN1C(N2C3=C(C=CC=C3C13C(N(C1=CC=CC=C13)C)=O)C=C2C#C[Si](C(C)C)(C(C)C)C(C)C)=O